(6aR,9R)-N,N-diethyl-7-(3-(methoxy-d3)benzyl)-4,6,6a,7,8,9-hexahydroindolo[4,3-fg]quinoline-9-carboxamide C(C)N(C(=O)[C@H]1CN([C@@H]2CC=3C4=C(C2=C1)C=CC=C4NC3)CC3=CC(=CC=C3)OC([2H])([2H])[2H])CC